C1N(CCC2=CC=CC=C12)C[C@H](CN1C(C2=CC=C(C=C2CC1)N1CCC(CC1)N(C)CCOC)=O)O 2-[(2R)-3-(3,4-Dihydro-1H-isochinolin-2-yl)-2-hydroxy-propyl]-6-[4-[2-methoxyethyl(methyl)amino]-1-piperidyl]-3,4-dihydroisochinolin-1-on